2-(4-isopropyl-1H-1,2,3-triazole-1-yl)-N-(4-(7-((1-isopropylpiperidin-4-yl)methoxy)-6-methoxyquinazolin-4-yl)phenyl)acetamide C(C)(C)C=1N=NN(C1)CC(=O)NC1=CC=C(C=C1)C1=NC=NC2=CC(=C(C=C12)OC)OCC1CCN(CC1)C(C)C